BrC=1C=CC2=C(CC(CC=3N2C(=NN3)[C@@H]3CC[C@H](CC3)C(=O)N3CCCCC3)O)C1 [trans-4-(8-Bromo-5-hydroxy-5,6-dihydro-4H-[1,2,4]triazolo[4,3-a][1]benzazepin-1-yl)cyclohexyl](piperidin-1-yl)methanon